NC1=NC2=CC(=CC=C2C=C1F)CN(C(=O)C=1C=NC(=CC1)C1CC1)C1=C2C(=NC=C1)CCS2(=O)=O N-[(2-amino-3-fluoroquinolin-7-yl)methyl]-6-cyclopropyl-N-{1,1-dioxo-2H,3H-1λ6-thieno[3,2-b]pyridin-7-yl}pyridine-3-carboxamide